methyl 1-((3,3-difluoro-1-methylcyclobutyl)methyl)-3-(spiro[2.3]hexan-5-yl)-4-(trifluoromethyl)-1H-pyrazole-5-carboxylate FC1(CC(C1)(C)CN1N=C(C(=C1C(=O)OC)C(F)(F)F)C1CC2(CC2)C1)F